N-((3-nitro-4-(((tetrahydro-2H-pyran-4-yl)methyl)amino)phenyl)sulfonyl)benzamide tert-butyl-4-(6-hydroxythieno[3,2-b]pyridin-3-yl)-3,6-dihydro-2H-pyridine-1-carboxylate C(C)(C)(C)OC(=O)N1CCC(=CC1)C1=CSC=2C1=NC=C(C2)O.[N+](=O)([O-])C=2C=C(C=CC2NCC2CCOCC2)S(=O)(=O)NC(C2=CC=CC=C2)=O